1,4-Dimethyl-1,5,6,7-tetrahydro-2H-pyrrolo[3,4-b]pyridin-2-one Hydrochloride Cl.CN1C2=C(C(=CC1=O)C)CNC2